4-(vinylsulfonyl)piperazin C(=C)S(=O)(=O)N1CCNCC1